C(#CCC)C=1C(=NC=CN1)N 3-(but-1-yn-1-yl)pyrazin-2-amine